1,3-diiodohexafluoropropane IC(C(C(I)(F)F)(F)F)(F)F